2-ethyl-isoquinoline C(C)N1CC2=CC=CC=C2C=C1